CN1CCN(CC1)C1=C(C=C(N)C=C1)OCCC1=CC=CC=C1 4-(4-methylpiperazin-1-yl)-3-phenethoxyaniline